C(#N)[C@@H](N[S@@](=O)C1=CC=C(C=C1)C)[C@@H]1CC2(CC2)CCC1 (S)-N-((S)-cyano((S)-spiro[2.5]octan-5-yl)methyl)-4-methylbenzene-sulfinamide